C(C1=CC=CC=C1)N1C(C(CC1O)(C=1C=C2C=NN(C2=CC1C)C1=CC=C(C=C1)F)CC1=CC=CC=C1)=O 1,3-dibenzyl-3-(1-(4-fluorophenyl)-6-methyl-1H-indazol-5-yl)-5-hydroxypyrrolidin-2-one